C(CCC)NC(=O)N1C=NC2=C1C=C(C=C2)C(F)(F)F N-butyl-6-(trifluoromethyl)-1H-benzo[d]Imidazole-1-carboxamide